N-(1-carboxyethyl)-3-hydroxy-6-hydroxy-methyl-pyridinium C(=O)(O)C(C)[N+]1=C(C(=CC=C1O)O)C